4-methyl-1-{[2-(trimethylsilyl)ethoxy]methyl}-1H-imidazole CC=1N=CN(C1)COCC[Si](C)(C)C